FC(C1=NN=C(O1)C1=CC=C2CN(C(C2=C1)=O)[C@@H]([C@H](O)C1=CC(=CC=C1)F)C1=NC=CC=N1)F |r| 6-[5-(difluoromethyl)-1,3,4-oxadiazol-2-yl]-2-[(1RS,2RS)-2-(3-fluorophenyl)-2-hydroxy-1-(pyrimidin-2-yl)ethyl]-2,3-dihydro-1H-isoindol-1-one